3-amino-4-(5-methyl-1-(tetrahydro-2H-pyran-2-yl)-1H-indazol-4-yl)-1,5-naphthyridine-2-carboxamide NC=1C(=NC2=CC=CN=C2C1C1=C2C=NN(C2=CC=C1C)C1OCCCC1)C(=O)N